COC(C1=CN=C(C=C1)NC1=C2C(=NC(=C1)OC=1C=NC(=CC1C)C#N)N(C=N2)C)=O 6-[5-(6-Cyano-4-methyl-pyridin-3-yloxy)-3-methyl-3H-imidazo[4,5-b]pyridin-7-ylamino]-nicotinic acid methyl ester